potassium 2-amino-3-chloropyridine-4-thiolate NC1=NC=CC(=C1Cl)[S-].[K+]